BrC1=C(C(=C(C=C1)N1N=C(C=2CN(CCC21)C(=O)OC(C)(C)C)COS(=O)(=O)C)OC)F tert-butyl 1-(4-bromo-3-fluoro-2-methoxyphenyl)-3-(((methylsulfonyl)oxy)methyl)-1,4,6,7-tetrahydro-5H-pyrazolo[4,3-c]pyridine-5-carboxylate